4-(benzyloxy)-7-bromo-2-(cyclopentyloxy)benzo[d]oxazole C(C1=CC=CC=C1)OC1=CC=C(C2=C1N=C(O2)OC2CCCC2)Br